2,6-dimethoxy-4-[5-(3-pyridyl)benzimidazol-1-yl]-N-(2,2,2-trifluoroethyl)benzamide propane-1,3-diylditetradecanoate C(CCCCCCCCCCCCCCCC(=O)O)CCCCCCCCCCCCCC(=O)O.COC1=C(C(=O)NCC(F)(F)F)C(=CC(=C1)N1C=NC2=C1C=CC(=C2)C=2C=NC=CC2)OC